C(C)OC(CC1CCN(CC1)C(=O)OC(C)C)=O isopropyl 4-(2-ethoxy-2-oxoethyl)piperidine-1-carboxylate